1-Acetoxy-2,7-octadiene C(C)(=O)OCC=CCCCC=C